1-ethylindoline-5-amine C(C)N1CCC2=CC(=CC=C12)N